(3S,10R,13S)-17-(4-ethyl-1H-imidazol-1-yl)-10,13-dimethyl-2,3,4,7,8,9,10,11,12,13,14,15-dodecahydro-1H-cyclopenta[a]phenanthren-3-ol C(C)C=1N=CN(C1)C1=CCC2C3CC=C4C[C@H](CC[C@@]4(C3CC[C@]12C)C)O